ethyl (S)-3-amino-3-(3-(1-ethyl-1H-indol-6-yl)phenyl)propanoate N[C@@H](CC(=O)OCC)C1=CC(=CC=C1)C1=CC=C2C=CN(C2=C1)CC